N-(5-(2-(5-((6-chloro-2-methylpyrimidin-4-yl)amino)-1H-pyrazol-3-yl)ethyl)-2-fluorophenyl)-3-(trifluoromethyl)benzamide ClC1=CC(=NC(=N1)C)NC1=CC(=NN1)CCC=1C=CC(=C(C1)NC(C1=CC(=CC=C1)C(F)(F)F)=O)F